CC1=CC=CC(=N1)C1=NNC=C1C=1N=C2C(=CC=NC2=CC1)NCC(=O)N1CCOCC1 2-[[6-[3-(6-methyl-2-pyridyl)-1H-pyrazol-4-yl]-1,5-naphthyridin-4-yl]amino]-1-morpholino-ethanone